(s)-9-(1-((6-chloro-2-(2-(methyl-d3)-2H-tetrazol-5-yl)pyridin-3-yl)amino)ethyl)-3-(2-(hydroxymethyl)pyrimidin-5-yl)-4,7-dimethylimidazo[1,5-a]quinazolin-5(4H)-one ClC1=CC=C(C(=N1)C=1N=NN(N1)C([2H])([2H])[2H])N[C@@H](C)C=1C=C(C=C2C(N(C=3N(C12)C=NC3C=3C=NC(=NC3)CO)C)=O)C